N1(CCN(CCNCCC1)CC=1C(=C(C=C(C1)C)CNCP(O)(O)=O)O)CC=1C(=C(C=C(C1)C)CNCP(O)(O)=O)O {1,4,7-triazecane-1,4-diylbis[methylene(2-hydroxy-5-methyl-3,1-phenylene)methyleneazanediylmethylene]}bis(phosphonic acid)